3-(4-hydroxybenzoamido)-5-(4-methylbenzoyl)-5,6-dihydropyrrolo[3,4-c]Pyrazole-1(4H)-carboxylic acid ethyl ester C(C)OC(=O)N1N=C(C2=C1CN(C2)C(C2=CC=C(C=C2)C)=O)NC(C2=CC=C(C=C2)O)=O